FC=1C=C2C(=C(NC2=CC1)C)CCC=1N=C(C2=C(N1)OC(=C2C(=O)N)C)NC2(CC2)C [2-(5-fluoro-2-methyl-1H-indol-3-yl)ethyl]-6-methyl-4-[(1-methylcyclopropyl)amino]furo[2,3-d]pyrimidine-5-carboxamide